1-[(4R,5R,6R,8R)-6-azido-5-hydroxy-6-(hydroxymethyl)-7-oxa-1-thiaspiro[3.4]oct-8-yl]pyrimidine-2,4-dione N(=[N+]=[N-])[C@]1([C@H]([C@]2(CCS2)[C@@H](O1)N1C(NC(C=C1)=O)=O)O)CO